methyl-6-tertiary-butyl-phenol CC1=C(C(=CC=C1)C(C)(C)C)O